FC=1C=CC2=C(NC(=NS2(=O)=O)NCC=2SC=CN2)C1[C@H](C)C1=C(C=CC=C1)F (R)-6-fluoro-5-(1-(2-fluorophenyl)ethyl)-3-((thiazol-2-ylmethyl)amino)-4H-benzo[e][1,2,4]thiadiazine 1,1-dioxide